ClC1=C(C=CC(=C1F)F)C1C(=C(NC(=N1)C=1SC=CN1)[C@@H]1CC[C@H](CC1)C1=NC(=NO1)C(=O)OCC)C(=O)OCC (trans)-Ethyl 5-(4-(6-(2-chloro-3,4-difluorophenyl)-5-(ethoxycarbonyl)-2-(thiazol-2-yl)-3,6-dihydropyrimidin-4-yl)cyclohexyl)-1,2,4-oxadiazole-3-carboxylate